COC=1C=CC=2C3=C(C=NC2C1)NC(N3CC3=CC=C(C=C3)S(=O)(=O)N)=O 4-((7-methoxy-2-oxo-2,3-dihydro-1H-imidazo[4,5-c]quinolin-1-yl)methyl)-benzenesulfonamide